C(C)C1=C(C(=CC=C1)CC)N1N=C2C(CN(CC2)C2=NC=C(C=N2)C(F)(F)F)=C1 2-(2,6-diethylphenyl)-5-(5-(trifluoromethyl)pyrimidin-2-yl)-4,5,6,7-tetrahydro-2H-pyrazolo[4,3-c]Pyridine